C(C=CCCCCCC)=O n-nonenal